ClC=1C=C(C=C(C1Cl)Cl)N1C2=C(C(=C(C(=C2C=2C(=C(C(=C(C12)[2H])[2H])[2H])[2H])[2H])[2H])[2H])[2H] 9-(3,4,5-trichlorophenyl)-9H-carbazole-1,2,3,4,5,6,7,8-d8